(3RS)-3-{4-[(1S)-1-(1-{1-[6-(2-HYDROXYPHENYL)PYRIDAZIN-4-YL]-4-PHENYLPIPERIDINE-4-CARBONYL}PIPERIDIN-4-YL)ETHOXY]PHENYL}PIPERIDINE-2,6-DIONE OC1=C(C=CC=C1)C1=CC(=CN=N1)N1CCC(CC1)(C(=O)N1CCC(CC1)[C@H](C)OC1=CC=C(C=C1)[C@@H]1C(NC(CC1)=O)=O)C1=CC=CC=C1 |&1:36|